5-(5-(((2S,5R)-5-isopropyl-3,6-dimethoxy-2,5-dihydropyrazin-2-yl)methyl)imidazo[1,2-a]pyridin-8-yl)-1,3-dimethylpyrimidin-2,4(1H,3H)-dione C(C)(C)[C@H]1N=C([C@@H](N=C1OC)CC1=CC=C(C=2N1C=CN2)C=2C(N(C(N(C2)C)=O)C)=O)OC